OC1=C(C(=O)C2=CC=C(C=C2)OCCCC)C=CC(=C1)O 2,4-dihydroxy-4'-n-butoxybenzophenone